8-cyclopentyl-2-((1-(2-methoxyethyl)-1H-pyrazol-4-yl)amino)-7-oxo-7,8-dihydropyrido[2,3-d]pyrimidine-6-carbonitrile C1(CCCC1)N1C(C(=CC2=C1N=C(N=C2)NC=2C=NN(C2)CCOC)C#N)=O